2-(4-aminophenyl)[1,2]benzisoselenazol-3(2H)-one NC1=CC=C(C=C1)N1[Se]C2=C(C1=O)C=CC=C2